2-[7-Oxo-4-(propan-2-yl)-2-[(2,2,2-trifluoroethyl)amino]-6H,7H-thieno[2,3-d]pyridazin-6-yl]-N-(pyrimidin-2-yl)acetamide O=C1N(N=C(C2=C1SC(=C2)NCC(F)(F)F)C(C)C)CC(=O)NC2=NC=CC=N2